BrC1=C(C=C(C=C1)O)O 4-bromobenzene-1,3-diol